3-(4-(difluoro(4-((trifluoromethyl)thio)phenyl)methyl)phenyl)urea FC(C1=CC=C(C=C1)NC(N)=O)(C1=CC=C(C=C1)SC(F)(F)F)F